1-chloro-5-(4-(trifluoromethyl)phenyl)-6,6a,7,8,9,10-hexahydro-5H-pyrido[1,2-a]quinoxaline-8-carboxylic acid ClC1=CC=CC=2N(CC3N(C12)CCC(C3)C(=O)O)C3=CC=C(C=C3)C(F)(F)F